N-(3-chlorobenzyl)-4-(5-methyl-2-((2-methyl-2H-1,2,3-triazol-4-yl)amino)pyrimidin-4-yl)oxazole-2-carboxamide ClC=1C=C(CNC(=O)C=2OC=C(N2)C2=NC(=NC=C2C)NC2=NN(N=C2)C)C=CC1